BrC=1SC2=C(N=CN=C2)N1 2-bromo-[1,3]thiazolo[4,5-d]pyrimidine